(Z)-1-acetyl-3-((5-(isopropyl)-1-(tert-butyldimethylsiloxypropyl)-imidazol-4-yl)methylene)piperazine-2,5-dione C(C)(=O)N1C(/C(/NC(C1)=O)=C/C=1N=CN(C1C(C)C)CCCO[Si](C)(C)C(C)(C)C)=O